N-((R)-1-(3-(difluoromethyl)-2-fluorophenyl)ethyl)-6-((S)-2,4-dimethylpiperazin-1-yl)Pyrido[3,4-d]pyrimidin-4-amine FC(C=1C(=C(C=CC1)[C@@H](C)NC=1C2=C(N=CN1)C=NC(=C2)N2[C@H](CN(CC2)C)C)F)F